4-(2-methoxyethyl)morpholine-2-carboxamide COCCN1CC(OCC1)C(=O)N